5-(4-(dimethoxymethyl)piperidin-1-yl)-4,7-difluoro-3-methyl-1-((2-(trimethylsilyl)ethoxy)methyl)-1,3-dihydro-2H-benzo[d]imidazol-2-one COC(C1CCN(CC1)C1=C(C2=C(N(C(N2C)=O)COCC[Si](C)(C)C)C(=C1)F)F)OC